C(C)SC=1C(=[N+](C=C(C1)OC1=NC=CC=C1)[O-])C=1C=C2C(=CN1)N(N=C2)CC(C(F)(F)F)(F)F 5-[3-ethylsulfanyl-1-oxido-5-(2-pyridyloxy)pyridin-1-ium-2-yl]-1-(2,2,3,3,3-pentafluoropropyl)pyrazolo[3,4-c]pyridine